(2S)-2-amino-3-(1-methylcyclopropyl)propionic acid N[C@H](C(=O)O)CC1(CC1)C